FC1=C(C=C(C=C1)F)[C@]([C@@H](C)C=1SC=C(N1)C1=CC=C(C#N)C=C1)(CN1N=CN=C1)O 4-{2-[(2R,3R)-3-(2,5-difluorophenyl)-3-hydroxy-4-(1H-1,2,4-triazol-1-yl)butan-2-yl]-1,3-thiazol-4-yl}benzonitrile